6-(2-methoxyethyl)-2-(piperidin-4-yl)-1,3-benzoxazole COCCC1=CC2=C(N=C(O2)C2CCNCC2)C=C1